C(#N)C(C(=O)[O-])=CC1=CC=CC=C1.C1(=CC=CC=C1)[S+](C1=CC=CC=C1)C1=CC=CC=C1 Triphenylsulfonium α-Cyanocinnamate